dimelamin pyrophosphate OP(O)(=O)OP(=O)(O)O.N1=C(N)N=C(N)N=C1N.N1=C(N)N=C(N)N=C1N